F[C@@H]1[C@H]2CCC[C@@H](C[C@@H]1OC1=CC=C(N=N1)C1=C(C=C(C=C1)N1N=NC=C1)O)N2 2-(6-(((1r,2r,3s,5s)-2-fluoro-9-azabicyclo[3.3.1]non-3-yl)oxy)pyridazin-3-yl)-5-(1H-1,2,3-triazol-1-yl)phenol